NCC=1C=C(C=CC1)C=1C=C(C2=C(C(=CO2)COC2=C(C=CC=C2)CC(=O)O)C1)C1=CC=CC=C1 2-(2-((5-(3-(aminomethyl)phenyl)-7-phenylbenzofuran-3-yl)methoxy)phenyl)acetic acid